ClC=1C(=NC(=NC1)NC=1C=C(C=NC1)N1C(C2(CC1)CCNCC2)=O)C2=CC(=CC=C2)N2CCCCC2 2-(5-((5-chloro-4-(3-(piperidin-1-yl)phenyl)pyrimidin-2-yl)amino)pyridin-3-yl)-2,8-diazaspiro[4.5]decan-1-one